CC(C)(C)[O-].CC(C)(C)[O-].CC(C)(C)[O-].CC(C)(C)[O-].[Ti+4] titanium tetra(tert-butoxide)